Cl.N[C@@H]1[C@H]([C@H](CCC1)O)C |r| racemic-(1S,2R,3S)-3-amino-2-methylcyclohexane-1-ol hydrochloride